C(C1=CC=CC=C1)N1N=NC(=C1)C1=C(C=CC=C1)C 1-benzyl-4-(o-tolyl)-1H-1,2,3-triazole